FC=1C=2N(C=CC1)N=C(C2)[C@H]2N(CCC1=C2N=CN1)C(=O)C=1OC(=NN1)C1=NC=CN=C1 (S)-(4-(4-fluoropyrazolo[1,5-a]pyridin-2-yl)-6,7-dihydro-1H-imidazo[4,5-c]pyridin-5(4H)-yl)(5-(pyrazin-2-yl)-1,3,4-oxadiazol-2-yl)methanone